BrC1=CC=C(C=N1)N1CCNCC1 1-(6-bromopyridin-3-yl)piperazine